[Si](C)(C)(C(C)(C)C)O[C@H]1CC(C([C@@H]([C@H](/C=C/[C@H]([C@](CC1)(C)O)O)C)/C(=C/I)/C)=O)=O (4R,7R,8R,11S,12S,E)-4-((tert-butyldimethylsilyl)oxy)-7,8-dihydroxy-12-((E)-1-iodoprop-1-en-2-yl)-7,11-dimethyloxocyclododecan-9-en-2-one